bromo-imidazolium BrC=1NC=C[NH+]1